7,9-Difluoro-8-[1-(2-methoxy-ethyl)-2-(trifluoromethyl)-1H-indol-4-yl]-1,4,4-trimethyl-5H-[1,2,4]triazolo[4,3-a]quinoxaline FC=1C=C2NC(C=3N(C2=C(C1C1=C2C=C(N(C2=CC=C1)CCOC)C(F)(F)F)F)C(=NN3)C)(C)C